methyl 6-((1-acetylpiperidin-4-yl) amino)-2-vinylpyrimidine-4-carboxylate C(C)(=O)N1CCC(CC1)NC1=CC(=NC(=N1)C=C)C(=O)OC